ClC1=CC(=C(C=C1)C1OC2=C(C=CC=C2C(=C1)F)C1CCN(CC1)CC=1N(C2=C(N1)C=CC(=C2)C(=O)OC)CC2(CC2)CF)F methyl 2-[[4-[2-(4-chloro-2-fluoro-phenyl)-4-fluoro-2H-chromen-8-yl]-1-piperidinyl]methyl]-3-[[1-(fluoromethyl)cyclopropyl]methyl]benzimidazole-5-carboxylate